C12CCCC(N1)C2 6-azabicyclo[3.1.1]heptane